Cl.NC1C(NC(CC1)=O)=O 3-amino-piperidine-2,6-dione hydrochloride